NN1C(=NC2=CC=CC=C2C1=O)C1=CC=C(C=C1)C(C)(C)C 3-amino-2-(4-(tert-butyl)phenyl)quinazolin-4(3H)-one